C(N)(=N)C=1C=C(C=CC1F)NC(C1=C(N=C(C(=C1)Cl)C(F)F)C1CCC(CCC1)(F)F)=O N-(3-amidino-4-fluorophenyl)-5-chloro-2-(4,4-difluorocycloheptane-1-yl)-6-difluoromethylnicotinamide